1-((2R,4S)-2-methyl-4-(methyl(4-((3-methyl-4-((1-methyl-1H-benzo[d][1,2,3]triazol-5-yl)oxy)phenyl)amino)pyrido[3,2-d]pyrimidin-6-yl)amino)pyrrolidin-1-yl)prop-2-en-1-one C[C@H]1N(C[C@H](C1)N(C=1C=CC=2N=CN=C(C2N1)NC1=CC(=C(C=C1)OC1=CC2=C(N(N=N2)C)C=C1)C)C)C(C=C)=O